3-butylbutylammonium hydroxide [OH-].C(CCC)C(CC[NH3+])C